6-phenylethynyl-2,4-diaminopyrimidine C1(=CC=CC=C1)C#CC1=CC(=NC(=N1)N)N